ClC1=CC(=C(OC2=C(C=C(C=C2)N2C(CCC2=O)=O)C=2C3=C(C(N(C2)C)=O)NC=C3)C=C1)C 1-(4-(4-chloro-2-methylphenoxy)-3-(6-methyl-7-oxo-6,7-dihydro-1H-pyrrolo[2,3-c]pyridin-4-yl)phenyl)pyrrolidine-2,5-dione